C(#N)C=1C=C(C(=NC1)NC1=CC(=C(C=N1)C(=O)OCC)NC1CC1)F Ethyl 6-[(5-cyano-3-fluoro-2-pyridyl)amino]-4-(cyclopropylamino)pyridine-3-carboxylate